NC1=CC(=NC(=C1)NC1=C(C=CC=C1)O)C(=O)N(C1=CC=CC=C1)C 4-Amino-6-((2-hydroxyphenyl)amino)-N-methyl-N-phenylpyridineamide